C(#N)C1=NC(=NC(=C1)C)N1CCN(CC1)S(=O)(=O)C=1C=C2CCN(C2=CC1)C(=O)C=1C=C(C=CC1)N1[C@@H](CNCC1)CC(=O)O (R)-2-(1-(3-(5-((4-(4-cyano-6-methylpyrimidin-2-yl)piperazin-1-yl)sulfonyl)indoline-1-carbonyl)phenyl)piperazin-2-yl)acetic acid